CN1C(NC2=C1C(=CC=C2)C)S 3,4-dimethyl-1H-benzo[d]imidazole-2-thiol